NC1=C(C=C(OC=2C(=NC=CC2)C(=O)NC)C=C1)F (4-amino-3-fluorophenoxy)-N-methylpyridineamide